ClC=1C(=C(C(=CC1Cl)Cl)OC(C(=O)OC1=C(C(=C(C=C1Cl)Cl)Cl)C(=O)OCCCC(CC)C)=O)C(=O)OCCCC(CC)C bis{3,4,6-trichloro-2-[(4-methylhexyl oxy)carbonyl] phenyl}oxalate